7-(2-hydroxy-2-methylpropoxy)-5-(6-(4-((6-methylpyridin-3-yl)oxy)piperidin-1-yl)pyridin-3-yl)imidazo[1,2-a]pyridine-3-carbonitrile OC(COC1=CC=2N(C(=C1)C=1C=NC(=CC1)N1CCC(CC1)OC=1C=NC(=CC1)C)C(=CN2)C#N)(C)C